4-[(cis-4-aminocyclohexyl)amino]-N'-(2-chloro-5-fluorophenyl)-6-(4-methoxy-2-methylphenyl)pyrrolo[1,2-b]pyridazine-3-carboximidamide N[C@H]1CC[C@H](CC1)NC=1C=2N(N=CC1C(N)=NC1=C(C=CC(=C1)F)Cl)C=C(C2)C2=C(C=C(C=C2)OC)C